5-bromo-2-({[tris(propan-2-yl)silyl]oxy}methyl)-1H-pyrrolo[3,2-b]pyridine BrC1=CC=C2C(=N1)C=C(N2)CO[Si](C(C)C)(C(C)C)C(C)C